CC1=CC(=CC(=C1C(=O)O)[O-])O The molecule is a dihydroxybenzoate that is the conjugate base of o-orsellinic acid. It is a conjugate base of an o-orsellinic acid.